N-[1-[3-(difluoromethanesulfonamido)phenyl]cyclopropyl]-5-(6-ethoxypyrazin-2-yl)pyridine-2-carboxamide FC(S(=O)(=O)NC=1C=C(C=CC1)C1(CC1)NC(=O)C1=NC=C(C=C1)C1=NC(=CN=C1)OCC)F